CCCCCCCCCCCCCCCCCCCCCCCC Tetracosan